6,6'-dicarbazolyl-binaphthol C1(=CC=CC=2C3=CC=CC=C3NC12)C1=CC2=CC=C(C(=C2C=C1)C1=CC=CC2=CC(=CC=C12)C1=CC=CC=2C3=CC=CC=C3NC12)O